C[NH+]=C(O)N Methyl-uronium